S(=O)(=O)(O)O.N1=CN=C2N=CNC2=C1N.N1=CN=C2N=CNC2=C1N adenine hemisulfate